C1[C@H]2[C@H]([C@@H](O1)[C@@H]([C@@H](O2)O)O)O[C@H]3[C@@H]([C@H]([C@H]([C@H](O3)CO)O)O[C@H]4[C@H]([C@H]5[C@@H]([C@@H](O4)CO5)O[C@H]6[C@@H]([C@H]([C@H]([C@H](O6)CO)O)O)O)O)O The molecule is a linear polysaccharide made up from alternating D-galactose and 3,6-anhydro-alpha-L-galactopyranose residues joined by alpha-(1->3)- and beta-(1->4)-linkages. It has a role as a marine metabolite. It derives from a galactan.